2,2-dimethyl-4-(2'-methyl-3'-oxospiro[cyclopropane-1,1'-isoindolin]-6'-yl)-3,4-dihydro-2H-pyridine CC1(NC=CC(C1)C1=CC=C2C(N(C3(C2=C1)CC3)C)=O)C